methyl 3-(4-methoxyphenyl)-3-oxopropanoate COC1=CC=C(C=C1)C(CC(=O)OC)=O